methyl (S)-3-(8-bromo-6-(2-fluorophenyl)-1-((morpholinomethyl)thio)-4H-benzo[f][1,2,4]triazolo[4,3-a][1,4]diazepin-4-yl)propionate BrC=1C=CC2=C(C(=N[C@H](C=3N2C(=NN3)SCN3CCOCC3)CCC(=O)OC)C3=C(C=CC=C3)F)C1